FC1CN(C1)C1=CC(N=C1)(C)C (R)-4-(3-fluoroazetidin-1-yl)-2,2-dimethylpyrrole